N[C@@H]1C(NC2=C(CC1)C=CC=C2)=O (3S)-3-amino-2,3,4,5-tetrahydro-1H-1-benzazepin-2-one